ClC1=C2C(=C(N=N1)C=1SC=CC1)N=CC=N2 5-chloro-8-thienylpyrazino[2,3-D]pyridazine